IC=1C=C(C=CC1)CN1C2=CC=CC(=C2C=2C(=CC=CC12)C(C(=O)O)=O)C(N)=O {9-[(3-iodophenyl)methyl]-5-carbamoylcarbazole-4-yl}oxoacetic acid